C(C)OC=1C=C(C=C(C1N1N=C(C=C1C)C(F)(F)F)F)CO (3-ethoxy-5-fluoro-4-(5-methyl-3-(trifluoromethyl)-1H-pyrazol-1-yl)phenyl)methanol